CC1=NOC(=C1)CN1N=C(C=CC1=O)C=1C=NC(=NC1)SC 2-((3-methylisoxazol-5-yl)methyl)-6-(2-(methylthio)pyrimidin-5-yl)pyridazin-3(2H)-one